8-chloro-4-[[(1S)-1-[2-(1-methyl-6-oxo-pyridazin-3-yl)-1,2,4-triazol-3-yl]ethyl]amino]-6-(trifluoromethyl)-1H-quinazolin-2-one ClC=1C=C(C=C2C(=NC(NC12)=O)N[C@@H](C)C=1N(N=CN1)C1=NN(C(C=C1)=O)C)C(F)(F)F